CP(=O)(C)C1=C(C=CC=C1)NC1=NC(=NC=C1C(F)(F)F)NC1=CC=C(CNC2CCN(CC2)C=2C=C3C(N(C(C3=CC2)=O)C2C(NC(CC2)=O)=O)=O)C=C1 5-(4-((4-((4-((2-(Dimethylphosphoryl)phenyl)amino)-5-(trifluoromethyl)-pyrimidin-2-yl)amino)benzyl)amino)piperidin-1-yl)-2-(2,6-dioxopiperidin-3-yl)isoindoline-1,3-dione